C(=O)C1=C2CN(CC2=CC=C1)C(=O)OC(C)(C)C tert-butyl 4-formyl-isoindoline-2-carboxylate